BrCCOCCOCCOCCOCCOCCOCCOCCOCCOCCOCC(OC)OC 2-[2-[2-[2-[2-[2-[2-[2-[2-[2-(2-bromoethoxy)ethoxy]ethoxy]ethoxy]ethoxy]ethoxy]ethoxy]ethoxy]ethoxy]ethoxy]-1,1-dimethoxy-ethane